COC(NS(=O)(=O)[N+](CC)(CC)CC)=O N-(triethylammoniumsulfonyl)-carbamic acid methyl ester